[S].C(CCCCCCC)P(CCCCCCCC)CCCCCCCC Trioctyl-Phosphine Sulfur